The molecule is an ultra-long-chain fatty acid that is (12Z,15Z,18Z,21Z,24Z)-triacontapentaenoic acid substituted at position 2 by a hydroxy group. It is a 2-hydroxy fatty acid, a hydroxy polyunsaturated fatty acid and an ultra-long-chain fatty acid. It derives from a (12Z,15Z,18Z,21Z,24Z)-triacontapentaenoic acid. It is a conjugate acid of a (12Z,15Z,18Z,21Z,24Z)-2-hydroxytriacontapentaenoate. CCCCC/C=C\\C/C=C\\C/C=C\\C/C=C\\C/C=C\\CCCCCCCCCC(C(=O)O)O